CC1=C(C(=O)C2=C(C=CC=C2)P(=O)(Cl)Cl)C(=CC(=C1)C)C 2,4,6-trimethylbenzoylphenylphosphonic chloride